C1(CC1)C=1N(C=C(N1)I)C12CC(C1)(C2)NCC(=O)OC methyl (3-(2-cyclopropyl-4-iodo-1H-imidazol-1-yl)bicyclo[1.1.1]pentan-1-yl)glycinate